CNC=1N=CC(=C2C=C(N=CC12)NC(=O)C1CC1)C#CC1=CC=C(C=C1)N1C(OCC1)=O N-(8-(methylamino)-5-((4-(2-oxooxazolidin-3-yl)phenyl)ethynyl)-2,7-naphthyridin-3-yl)cyclopropanecarboxamide